C(=O)(O)C(CC[C@H](N)C(=O)NCC(=O)O)NC(N)=N 5-carboxy-arginyl-glycine